FC=1C(=NC=C(C1)C(F)(F)F)C(=O)N(C)OC 3-fluoro-N-methoxy-N-methyl-5-(trifluoromethyl)picolinamide